S-methyl N-[methylcarbamoyloxy]thioacetoimidate CNC(=O)ON=C(C)SC